6-Fluoro-7-[(3S)-3-hydroxypyrrolidin-1-yl]-N-[2-methylpentan-3-yl]-4-oxo-1-(2,4,6-trifluoro-phenyl)-1,4-dihydro-1,8-naphthyridine-3-carboxamide FC=1C=C2C(C(=CN(C2=NC1N1C[C@H](CC1)O)C1=C(C=C(C=C1F)F)F)C(=O)NC(C(C)C)CC)=O